FC1=C2C(=C(C=3N=C(NC31)[C@H]3NCCC3)F)CC(C2)CN2CCC3(CN(C(O3)=O)C3=NC1=C(OCC(N1)=O)N=C3)CC2 6-[8-[[4,8-difluoro-2-[(2S)-pyrrolidin-2-yl]-3,5,6,7-tetrahydrocyclopenta[f]benzimidazol-6-yl]methyl]-2-oxo-1-oxa-3,8-diazaspiro[4.5]decan-3-yl]-4H-pyrazino[2,3-b][1,4]oxazin-3-one